COC1=CC=CC2=C1C[C@H]1C[C@H](CN([C@@H]1C2)CCC)C(=O)OC Methyl (3R,4aR,10aR)-6-methoxy-1-propyl-1,2,3,4,4a,5,10,10a-octahydrobenzo[g]quinoline-3-carboxylate